1-(3-methoxybenzyl)-N3-methyl-N5-((1r,2r)-2-methylcyclopropyl)-2-oxo-1,2-dihydropyridine-3,5-dicarboxamide COC=1C=C(CN2C(C(=CC(=C2)C(=O)N[C@H]2[C@@H](C2)C)C(=O)NC)=O)C=CC1